BrC1=CC=C(C2=C1C=CO2)C(=O)OC methyl 4-bromo-1-benzofuran-7-carboxylate